pyrrolo[2,3-d]pyridazine-7(4H)-carboxylic acid benzyl ester C(C1=CC=CC=C1)OC(=O)C=1N=NCC=2C1N=CC2